N-methyl-Nε-Acetyl-Lysine CN[C@@H](CCCCNC(C)=O)C(=O)O